N-(4-(6-bromo-1H-benzo[d]imidazol-1-yl)phenyl)cyclopropanesulfonamide BrC=1C=CC2=C(N(C=N2)C2=CC=C(C=C2)NS(=O)(=O)C2CC2)C1